3-(4-hexyloxy-1,2,5-thiadiazol-3-yl)pyridine C(CCCCC)OC=1C(=NSN1)C=1C=NC=CC1